C(C)(C)(C)OC(NC1C=C(OC2=C(C=C(C=C12)C)C(C)=O)SCC)=O (8-Acetyl-2-(ethylsulfanyl)-6-methyl-4H-chromen-4-yl)carbamic acid tert-butyl ester